CNC(=O)C1=NC2=C(N1C1=CC3=C(NC(N3)=O)C=C1)C=CC=C2 n-methyl-1-(2-oxo-1,3-dihydrobenzimidazol-5-yl)benzimidazole-2-carboxamide